6-(2-pyridylamino)-3,4-dihydro-1H-quinolin-2-one N1=C(C=CC=C1)NC=1C=C2CCC(NC2=CC1)=O